ClC=1C=C2C(=NC1OC)C(=C(N2C)C2=NN=C(N2)[C@@H](COC)OC)N2C=NC=C2 (S)-6-chloro-2-(5-(1,2-dimethoxyethyl)-4H-1,2,4-triazol-3-yl)-3-(1H-imidazol-1-yl)-5-methoxy-1-methyl-1H-pyrrolo[3,2-b]pyridine